[Si]([O-])([O-])([O-])[O-].[Fe+2].[Cu+2].[Co+2] cobalt-copper-iron silicate